[(2S,6R)-6-(4-benzamido-2-oxo-pyrimidin-1-yl)-4-isopropyl-2-(triisopropylsilyloxy-methyl)morpholin-2-yl]methyl benzoate C(C1=CC=CC=C1)(=O)OC[C@@]1(CN(C[C@@H](O1)N1C(N=C(C=C1)NC(C1=CC=CC=C1)=O)=O)C(C)C)CO[Si](C(C)C)(C(C)C)C(C)C